tert-butyl N-[3-([[4-cyclopropyl-3-methyl-1-(oxan-2-yl)pyrazolo[3,4-b]pyridin-5-yl]oxy]methyl)-2,4-difluorophenyl]-N-(5-fluoro-2-methoxypyridin-3-ylsulfonyl)carbamate C1(CC1)C1=C2C(=NC=C1OCC=1C(=C(C=CC1F)N(C(OC(C)(C)C)=O)S(=O)(=O)C=1C(=NC=C(C1)F)OC)F)N(N=C2C)C2OCCCC2